N1CCC12CS(C2)(=O)=O 6λ6-thia-1-azaspiro[3.3]heptane 6,6-dioxide